O=C1NC(CCC1N1C(C2=CC(=C(C=C2C1)C(=O)O)OC)=O)=O 2-(2,6-dioxopiperidin-3-yl)-6-methoxy-1-oxoisoindoline-5-carboxylic acid